butyl (1-(4-(4-amino-1-(difluoromethyl)-1H-pyrazol-5-yl)pyridin-2-yl)but-3-en-1-yl)carbamate NC=1C=NN(C1C1=CC(=NC=C1)C(CC=C)NC(OCCCC)=O)C(F)F